ethyl 5-chloro-7-morpholinopyrazolo[1,5-a]pyrimidine-2-carboxylate ClC1=NC=2N(C(=C1)N1CCOCC1)N=C(C2)C(=O)OCC